L-2,2-dimethylolbutyric acid C(O)C(C(=O)O)(CC)CO